N-[4-benzyl-1-(2,6-difluoro-4-methoxyphenyl)-1H-imidazol-2-yl]-4-(difluoromethoxy)benzamide C(C1=CC=CC=C1)C=1N=C(N(C1)C1=C(C=C(C=C1F)OC)F)NC(C1=CC=C(C=C1)OC(F)F)=O